3-[4-(4-Hydroxycyclohexyl)phenyl]-1-phenylprop-2-en-1-one OC1CCC(CC1)C1=CC=C(C=C1)C=CC(=O)C1=CC=CC=C1